1-[(1r,3r,5s,7r)-3,5-dimethyladamantan-1-yl]-3-[4-(4-butyrylpiperazine-1-carbonyl)phenyl]urea C[C@]12CC3(CC(C[C@@](C1)(C3)C)C2)NC(=O)NC2=CC=C(C=C2)C(=O)N2CCN(CC2)C(CCC)=O